octyl-oxyammonia C(CCCCCCC)ON